ClC1=C(C(=O)O)C(=CN=C1)F 3-chloro-5-fluoroisonicotinic acid